1-[2-(2-fluorophenyl)-3-(pyridin-4-yl)-6,7-dihydropyrazolo[1,5-a]pyrazin-5(4H)-yl]prop-2-en FC1=C(C=CC=C1)C1=NN2C(CN(CC2)CC=C)=C1C1=CC=NC=C1